CC1=CC2=C(C=C1C)N(C=N2)[C@@H]3[C@@H]([C@@H]([C@H](O3)CO)OP(=O)([O-])O[C@H](C)CNC(=O)CC[C@@]\\4([C@H]([C@@H]5[C@]6([C@@]([C@@H](C(=N6)/C(=C\\7/[C@@]([C@@H](C(=N7)/C=C\\8/C([C@@H](C(=N8)/C(=C4\\[N-]5)/C)CCC(=O)N)(C)C)CCC(=O)N)(C)CC(=O)N)/C)CCC(=O)N)(C)CC(=O)N)C)CC(=O)N)C)O.[OH3+].[Co] The molecule is an alkylcob(III)alamin and a member of cob(III)alamins. It has a role as a human metabolite. It is a conjugate acid of a hydroxocobalamin.